6-(2-(3'-chloro-5'-fluoro-[1,1'-biphenyl]-3-yl)-2-hydroxyacetyl)-2-(1-phenylcyclopropyl)-5,6,7,8-tetrahydropyrido[4,3-d]pyrimidin-4(3H)-one ClC=1C=C(C=C(C1)F)C1=CC(=CC=C1)C(C(=O)N1CC2=C(N=C(NC2=O)C2(CC2)C2=CC=CC=C2)CC1)O